CC(CCCCCCCCCC)[Se]C(C)CCCCCCCCCC β-dodecyl selenide